4-amino-1-(3-(piperazin-1-ylmethyl)benzyl)-1H-imidazo[4,5-c]quinolin-2(3H)-one NC1=NC=2C=CC=CC2C2=C1NC(N2CC2=CC(=CC=C2)CN2CCNCC2)=O